O=NC(=O)C=1N=NC=CC1 Oxo-pyridazine-3-carboxamide